N1(C=NC=C1)C1=CC(=NC(=C1)C=1C=NN(C1)C)C(=O)NC1CCC(CC1)OCCOC 4-(1H-imidazol-1-yl)-N-((1r,4r)-4-(2-methoxyethoxy)cyclohexyl)-6-(1-methyl-1H-pyrazol-4-yl)pyridinecarboxamide